3-[(3,4-Di-tert-Butylphenoxymethylthio)methyl]-1H-1,2,4-triazol-5(4H)-one C(C)(C)(C)C=1C=C(OCSCC2=NNC(N2)=O)C=CC1C(C)(C)C